N-methyl-2-[3-[2-(4-methylpiperazin-1-yl)ethylcarbamoylamino]-1-tetrahydropyran-2-yl-indazol-6-yl]thiobenzamide CNC(C1=C(C=CC=C1)C1=CC=C2C(=NN(C2=C1)C1OCCCC1)NC(NCCN1CCN(CC1)C)=O)=S